C(C)C(CC(C(=O)[O-])S)CCCC.C(C)C(CC(C(=O)[O-])S)CCCC.C(C)C(CC(C(=O)[O-])S)CCCC.C[Sn+3] monomethyl-tin tris(2-ethylhexyl thioglycolate)